OC1=CC=C(C=C1)C(C=CC1=CC=C(C=C1)Cl)=O 1-(4-hydroxyphenyl)-3-p-chlorophenyl-2-propen-1-one